Pyrimidine Fluoride [F-].N1=CN=CC=C1